CC1=C(C=CC=C1C)C1=NC(=C2C(=N1)N(N=C2C(=O)N)C2CN(CCC2)C=CC)N 2,3-dimethylphenyl-1-(1-propenylpiperidin-3-yl)-4-amino-1H-pyrazolo[3,4-d]Pyrimidine-3-carboxamide